[N+](=O)([O-])C=1C=C2N(N1)CC1(C2)CC1 2'-nitro-4'H,6'H-spiro[cyclopropane-1,5'-pyrrolo[1,2-b]pyrazole]